CN(C)C=C1N(CC2(CC2)C1=O)C(=O)[O-] 6-[(dimethylamino)meth-ylidene]-7-oxo-5-aza-spiro[2.4]heptane-5-carboxylate